(4-bromo-2-fluorophenyl)(ethyl)(methylimino)-λ6-sulfane BrC1=CC(=C(C=C1)[SH2](=NC)CC)F